C(C1=CC=CC=C1)OC1=C2C(=NC(=N1)C1CC(N(C1)C(=O)OC(C)(C)C)=O)N(N=C2)C2=C(C=C(C=C2)F)F tert-butyl 4-[4-benzyloxy-1-(2,4-difluorophenyl)pyrazolo[3,4-d]pyrimidin-6-yl]-2-oxo-pyrrolidine-1-carboxylate